5-methyl-2-(4-methyl-5-keto-4-prop-2-yl-1H-imidazol-2-yl)pyridine-3-carboxylic acid CC=1C=C(C(=NC1)C=1NC(C(N1)(C(C)C)C)=O)C(=O)O